C(C)C1(NC=CC(C1)(C(=O)[O-])CC)C(=O)[O-] 2,4-Diethyl-2,4-Pyridinedicarboxylate